N-(6-bromoquinolin-8-yl)picolinamide BrC=1C=C2C=CC=NC2=C(C1)NC(C1=NC=CC=C1)=O